7-((2,4-difluorobenzyl)oxy)-1H-indole-1-carboxylate FC1=C(COC=2C=CC=C3C=CN(C23)C(=O)[O-])C=CC(=C1)F